4,8-dimercaptomethyl-1,11-dimercaptoundecane SCC(CCCS)CCCC(CCCS)CS